ClC1=NN(C=2C=3C=C(N=CC3NC(=NC12)C1=C(C=CC=C1F)F)C=1C=NN(C1)C)COCC[Si](C)(C)C 2-[[5-chloro-8-(2,6-difluorophenyl)-13-(1-methylpyrazol-4-yl)-3,4,7,9,12-pentazatricyclo[8.4.0.02,6]tetradeca-1(10),2(6),4,7,11,13-hexaen-3-yl]methoxy]ethyl-trimethyl-silane